[C@@H]12CNC[C@@H](CC1)C2C2=NC(=C(C=1CN(CCC21)C2=CC(=CC1=CC=CC(=C21)Br)O)C#N)OCC21CCCN1CCC2 1-((1R,5S,8r)-3-azabicyclo[3.2.1]octan-8-yl)-6-(8-bromo-3-hydroxynaphthalen-1-yl)-3-((tetrahydro-1H-pyrrolizin-7a(5H)-yl)methoxy)-5,6,7,8-tetrahydro-2,6-naphthyridine-4-carbonitrile